N-(4'-((2-(1,1-difluoroethyl)-6-methylpyrimidin-4-yl)amino)-4-(morpholinomethyl)-[2,3'-bipyridyl]-6'-yl)acetamide FC(C)(F)C1=NC(=CC(=N1)NC1=C(C=NC(=C1)NC(C)=O)C1=NC=CC(=C1)CN1CCOCC1)C